(2-fluoro-4-iodophenylamino)-N-(2-hydroxyethoxy)-5-[(3-oxo-[1,2]oxazinan-2-yl)methyl]benzamide FC1=C(C=CC(=C1)I)NC1=C(C(=O)NOCCO)C=C(C=C1)CN1OCCCC1=O